(5S)-5-{[(3S)-3-Hydroxypyrrolidin-1-yl]carbonyl}-2-{[6-(trifluoromethyl)pyridin-3-yl]methyl}-5,6,7,8-tetrahydro[1,2,4]triazolo[4,3-a]pyridin-3(2H)-one O[C@@H]1CN(CC1)C(=O)[C@@H]1CCCC=2N1C(N(N2)CC=2C=NC(=CC2)C(F)(F)F)=O